FC1=C(C(=CC=C1)OC)C1=CN=C(C=C1C(=O)NC=1SC(=NN1)OC)CO 5-(2-fluoro-6-methoxyphenyl)-2-(hydroxymethyl)-N-(5-methoxy-1,3,4-thiadiazol-2-yl)isonicotinamide